[Na+].[Na+].COC=1C=C(C=CC1)C=CC1=NC=2N(C(N(C(C2N1C)=O)CC#C)=O)CCCOP([O-])([O-])=O (E)-phosphoric acid mono-[3-[8-[2-(3-methoxyphenyl)vinyl]-7-methyl-2,6-dioxo-1-prop-2-ynyl-1,2,6,7-tetrahydropurin-3-yl] propyl] ester disodium salt